(S)-4-(6-((2-hydroxypropyl)carbamoyl)pyridin-3-yl)piperazine-1-carboxylic acid tert-butyl ester C(C)(C)(C)OC(=O)N1CCN(CC1)C=1C=NC(=CC1)C(NC[C@H](C)O)=O